CS(=O)(=O)C1=C(C=CC(=C1)C(F)(F)F)C1CC2(CN(C2)C(=O)N2CC3(C2)NC(OC3)=O)C1 2-[6-[2-methanesulfonyl-4-(trifluoromethyl)phenyl]-2-azaspiro[3.3]heptane-2-carbonyl]-7-oxa-2,5-diazaspiro[3.4]octan-6-one